(1R,3s,5S)-3-(2-bromo-6-fluorophenoxy)bicyclo[3.1.0]hexane BrC1=C(OC2C[C@H]3C[C@H]3C2)C(=CC=C1)F